2-[2-[2-(4-amino-3-methoxy-pyrazol-1-yl)ethoxy]ethoxy]ethanol NC=1C(=NN(C1)CCOCCOCCO)OC